ClC=1C=NC(=NC1)OC1=C2C=CC(=NC2=CC=C1)C(F)(F)F 5-(5-chloropyrimidin-2-yl)oxy-2-(trifluoromethyl)quinoline